4-[3-[2,6-dichloro-4-(6,6-difluoro-2-azaspiro[3.3]heptan-2-yl)benzoyl]-2,4-dihydro-1,3-benzoxazine-8-yl]-5-fluoro-2-(3-oxa-8-azabicyclo[3.2.1]octan-8-yl)benzoic acid ClC1=C(C(=O)N2COC3=C(C2)C=CC=C3C3=CC(=C(C(=O)O)C=C3F)N3C2COCC3CC2)C(=CC(=C1)N1CC2(C1)CC(C2)(F)F)Cl